pentyl-{6-[({[(1-methyl-1H-tetrazol-5-yl)(phenyl)methylidene]amino}oxy)methyl]pyridin-2-yl}carbamate C(CCCC)OC(NC1=NC(=CC=C1)CON=C(C1=CC=CC=C1)C1=NN=NN1C)=O